3-(4-(1-amino-2-methyl-1-oxopropan-2-yl)phenyl)-2,2-dimethylpropionic acid tert-butyl ester C(C)(C)(C)OC(C(CC1=CC=C(C=C1)C(C(=O)N)(C)C)(C)C)=O